ClC1=CC=C(C=C1)C(C(F)(F)F)N(S(=O)(=O)C1=CN=C2N1C=CC(N2C)=O)C N-(1-(4-chlorophenyl)-2,2,2-trifluoroethyl)-N,8-dimethyl-7-oxo-7,8-dihydroimidazo[1,2-a]pyrimidine-3-sulfonamide